[F-].C(CCCCC)[NH+]1C(CCC1)CCC 1-Hexyl-2-propylpyrrolidinium fluorid